cis-1-(2-(6-quinoxalinyl)thieno[2,3-d]pyrimidin-6-yl)-3-(trifluoromethyl)cyclobutanol N1=CC=NC2=CC(=CC=C12)C=1N=CC2=C(N1)SC(=C2)C2(CC(C2)C(F)(F)F)O